FC1(CCC2=C1N=C(N=C2N2CC(C2)CC(=O)OC)N2[C@@H]([C@@H](C2)F)C)F methyl 2-(1-(7,7-difluoro-2-((2R,3R)-3-fluoro-2-methylazetidin-1-yl)-6,7-dihydro-5H-cyclopenta[d]pyrimidin-4-yl)azetidin-3-yl)acetate